FC1(C(C1)C(=O)NC=1N=CC2=CC(=C3C(=C2C1)SC=N3)C=3C=NC(=CC3C)[C@H](CC)O)F 2,2-difluoro-N-(4-(6-((S)-1-hydroxypropyl)-4-methylpyridin-3-yl)thiazolo[5,4-f]isoquinolin-8-yl)cyclopropane-1-carboxamide